N1C=CC2=C(C=CC=C12)CN1N=C(C=C1C(=O)NC)C(=O)NC1CC1 1-((1H-indol-4-yl)methyl)-N3-cyclopropyl-N5-methyl-1H-pyrazole-3,5-dicarboxamide